1,3,6,8-tetrabromocarbazole BrC1=CC(=CC=2C3=CC(=CC(=C3NC12)Br)Br)Br